(6,7-dimethoxy-3,4-dihydro-isoquinolin-2(1H)-yl)(3-selenocyanophenyl)methanone COC=1C=C2CCN(CC2=CC1OC)C(=O)C1=CC(=CC=C1)[Se]C#N